(2,3,5,6-tetrafluorophenyl) propionate C(CC)(=O)OC1=C(C(=CC(=C1F)F)F)F